N-hexyl-N',N'-dipentylurea C(CCCCC)NC(=O)N(CCCCC)CCCCC